Cl.N[C@@H](CC=1C=CC(=NC1)OCC(=O)O)C(=O)OCC1=CC(=NC(=C1)Cl)Cl (S)-2-((5-(2-Amino-3-((2,6-dichloropyridin-4-yl)methoxy)-3-oxopropyl)pyridin-2-yl)oxy)acetic acid hydrochloride